2-(3-aminophenyl)butyric acid NC=1C=C(C=CC1)C(C(=O)O)CC